6-[6-(Trifluoromethyl)pyrazin-2-yl]oxy-2-azaspiro[3.3]heptane FC(C1=CN=CC(=N1)OC1CC2(CNC2)C1)(F)F